(4-(benzo[b]thiophene-7-yloxy)-2-chlorophenyl)(4-chloro-7H-pyrrolo[2,3-d]pyrimidin-5-yl)methanone S1C2=C(C=C1)C=CC=C2OC2=CC(=C(C=C2)C(=O)C2=CNC=1N=CN=C(C12)Cl)Cl